4-((1R,5S)-3,8-diazabicyclo[3.2.1]octan-3-yl)-8-fluoro-7-(8-methyl-5,6,7,8-tetrahydronaphthalen-1-yl)-2-(((S)-1-methylpyrrolidin-2-yl)methoxy)pyrido[4,3-d]pyrimidine [C@H]12CN(C[C@H](CC1)N2)C=2C1=C(N=C(N2)OC[C@H]2N(CCC2)C)C(=C(N=C1)C1=CC=CC=2CCCC(C12)C)F